C1(CCCCC1)CN1C(C2=CC(=C(C=C2CC1)OC)OC)=O 2-(cyclohexylmethyl)-6,7-dimethoxy-3,4-dihydroisoquinolin-1(2H)-one